2-((tert-butoxycarbonyl)(propyl)amino)acetic acid C(C)(C)(C)OC(=O)N(CC(=O)O)CCC